C(C)N1N=C(C(=C1C1=NNC(=N1)C1=C2C=NN(C2=CC(=C1)C(=O)N)CCCNC)F)C 4-[3-(1-ethyl-4-fluoro-3-methyl-1H-pyrazol-5-yl)-1H-1,2,4-triazol-5-yl]-1-[3-(methylamino)propyl]-1H-indazole-6-carboxamide